2-((4-((3,4-Dichlorophenyl)thio)-3-nitrophenyl)sulfonamido)-4-(trifluoromethyl)benzoic acid ClC=1C=C(C=CC1Cl)SC1=C(C=C(C=C1)S(=O)(=O)NC1=C(C(=O)O)C=CC(=C1)C(F)(F)F)[N+](=O)[O-]